FC(C(=O)C1=CC=C(C=C1)[N+](=O)[O-])=C 2-fluoro-1-(4-nitrophenyl)-2-propen-1-one